1,3,4-thiadiazepine S1C=NN=CC=C1